O=C1NC(CCC1N1C(C2=CC=CC(=C2C1=O)NCCN1CCC(CC1)NC(OC(C)(C)C)=O)=O)=O tert-butyl (1-(2-((2-(2,6-dioxopiperidin-3-yl)-1,3-dioxoisoindolin-4-yl)amino)ethyl)piperidin-4-yl)carbamate